methyl 7-bromo-3-(2-hydroxyethyl)-2-(hydroxymethyl)-1-neopentylindoline-5-carboxylate BrC=1C=C(C=C2C(C(N(C12)CC(C)(C)C)CO)CCO)C(=O)OC